FC1=C2CC[C@@H](C2=CC=C1[N+](=O)[O-])OP(=O)(N1CC1)N1CC1 di(aziridin-1-yl)phosphinic acid (S)-4-fluoro-5-nitro-2,3-dihydro-1H-inden-1-yl ester